5-chloro-2-methyl-N-((1r,4r)-4-((2-oxo-3-(pyridin-3-ylmethyl)-2,3-dihydro-1H-benzo[d]imidazol-1-yl)methyl)cyclohexyl)nicotinamide ClC=1C=NC(=C(C(=O)NC2CCC(CC2)CN2C(N(C3=C2C=CC=C3)CC=3C=NC=CC3)=O)C1)C